NC=1C=C(C=NC1)C(CC)=O 1-(5-aminopyridin-3-yl)propan-1-one